(4-(4-((2-((1S,3S,5S)-3-(((4-carbamimidoylthiophen-2-yl)methyl)-carbamoyl)-5-methyl-2-azabicyclo[3.1.0]hexan-2-yl)-2-oxoethyl)carbamoyl)phenoxy)-phenyl)(methyl)phosphinic acid C(N)(=N)C=1C=C(SC1)CNC(=O)[C@H]1N([C@H]2C[C@]2(C1)C)C(CNC(=O)C1=CC=C(OC2=CC=C(C=C2)P(O)(=O)C)C=C1)=O